(2R)-2-(2-(3-(4-aminobutoxy)phenyl)-2-phenylacetamido)-N-(2,6-difluoro-4-hydroxybenzyl)-5-((Z)-2-((2-propionamidoethyl)carbamoyl)guanidino)pentanamide 2,2,2-trifluoroacetate FC(C(=O)O)(F)F.NCCCCOC=1C=C(C=CC1)C(C(=O)N[C@@H](C(=O)NCC1=C(C=C(C=C1F)O)F)CCCN\C(=N/C(NCCNC(CC)=O)=O)\N)C1=CC=CC=C1